NC1=NC=NC(=C1OC[C@H]1N(C[C@@H](C1)C#N)C(=O)OC(C)(C)C)C1=C(C(=CC(=C1)F)NC(C1=C(C=C(C=C1)C1CC1)F)=O)C (2S,4R)-tert-Butyl 2-(((4-amino-6-(3-(4-cyclopropyl-2-fluorobenzamido)-5-fluoro-2-methylphenyl)pyrimidin-5-yl)oxy)methyl)-4-cyanopyrrolidine-1-carboxylate